ethyl (E)-4-((2-(4-iodophenoxy)ethyl)amino)-3-methylbut-2-enoate IC1=CC=C(OCCNC/C(=C/C(=O)OCC)/C)C=C1